carbonylbis(6-methoxycoumarin) C(=O)(C=1C(OC2=CC=C(C=C2C1)OC)=O)C=1C(OC2=CC=C(C=C2C1)OC)=O